2-amino-3,5-dinitrothiophene NC=1SC(=CC1[N+](=O)[O-])[N+](=O)[O-]